2-(5-(1-(azetidin-1-yl)-2-methoxyethyl)-4H-1,2,4-triazol-3-yl)-6-chloro-7-fluoro-3-(1H-imidazol-1-yl)-5-methoxy-1-methyl-1H-indole N1(CCC1)C(COC)C=1NC(=NN1)C=1N(C2=C(C(=C(C=C2C1N1C=NC=C1)OC)Cl)F)C